[C@H]1(OCCCC1)C(=O)OCC ethyl (R)-oxacyclohexanecarboxylate